4-(isocyanatomethyl)cyclohexyl-carboxylic acid ethyl ester C(C)OC(=O)C1CCC(CC1)CN=C=O